C(C)(C)(C)C1=C(C(=CC(=C1)C1=CC=C(C=C1)C#N)C(C)(C)C)O 2,6-di-tert-butyl-4-(4-cyanophenyl)phenol